CC1=CC=2N(N=C1N1CC=3C=C(C=NC3CC1)N1CC(OCC1)C1=NC=CC=C1)C(C=CN2)=O 8-methyl-7-(3-(2-(pyridin-2-yl)morpholino)-7,8-dihydro-1,6-naphthyridin-6(5H)-yl)-4H-pyrimido[1,2-b]pyridazin-4-one